4-(1-(3-(1H-pyrazol-4-yl)phenyl)-3-amino-1H-pyrazol-5-yl)-2-fluorobenzonitrile N1N=CC(=C1)C=1C=C(C=CC1)N1N=C(C=C1C1=CC(=C(C#N)C=C1)F)N